ClC=1C2=C(C(=C(C1)O)C)OC(C=1CNCCC12)=O 10-chloro-8-hydroxy-7-methyl-3,4-dihydro-1H-chromeno[3,4-c]pyridin-5(2H)-one